2-oxo-6-(p-methylphenyl)-1,2-dihydropyridine-3-carboxylic acid pentafluorophenyl ester FC1=C(C(=C(C(=C1OC(=O)C=1C(NC(=CC1)C1=CC=C(C=C1)C)=O)F)F)F)F